BrC1=NN(C(=C1)C(=O)NC=1C=CC=2N(C1C(=O)NCCC)N=CC2)C2=NC=CC=C2Cl 6-(3-Bromo-1-(3-chloropyridin-2-yl)-1H-pyrazol-5-carboxamido)-N-propylpyrazolo[1,5-a]pyridin-7-carboxamid